N(=NC(=O)[O-])C(=O)OC(C)(C)C tertbutyl azodicarboxylate